5,10,15,20-tetrakis(4'-sulfophenyl)-porphyrin S(=O)(=O)(O)C1=CC=C(C=C1)C=1C2=CC=C(N2)C(=C2C=CC(C(=C3C=CC(=C(C=4C=CC1N4)C4=CC=C(C=C4)S(=O)(=O)O)N3)C3=CC=C(C=C3)S(=O)(=O)O)=N2)C2=CC=C(C=C2)S(=O)(=O)O